N[C@@H]1[C@@H](OCC12CCN(CC2)C2=C(N=C1C(=N2)N(N=C1C1=C(C2=C(N(N=C2C=C1)C)Cl)Cl)COCC[Si](C)(C)C)CO)C (6-((3s,4s)-4-amino-3-methyl-2-oxa-8-azaspiro[4.5]dec-8-yl)-3-(3,4-dichloro-2-methyl-2H-indazol-5-yl)-1-((2-(trimethylsilyl)ethoxy)methyl)-1H-pyrazolo[3,4-b]pyrazin-5-yl)methanol